ClC1=C(C=CC=C1)C1=C(C2=C(CCC1)C=C(C=C2)O)C2=CC=C(C=C2)O[C@@H]2CN(CC2)CCCF 6-(2-chlorophenyl)-5-[4-[(3S)-1-(3-fluoropropyl)pyrrolidin-3-yl]oxyphenyl]-8,9-dihydro-7H-benzo[7]annulen-2-ol